(6aS)-3-bromo-6,6a,7,8,9,10-hexahydro-5H-pyrido[1,2-a]quinoxalin-8-ol BrC1=CC=2NC[C@H]3N(C2C=C1)CCC(C3)O